COC1=CC=C(CN2C3C(NCC2CC3)C(=O)OCC)C=C1 ethyl 8-(4-methoxybenzyl)-3,8-diazabicyclo[3.2.1]octane-2-carboxylate